CN(C(=O)C=1C2=C(SC1)C=CS2)C N,N-dimethylthieno[3,2-b]thiophene-3-carboxamide